3-(5-(((4-((3,4-dichloro-2-fluorophenyl)amino)-7-methoxyquinazolin-6-yl)oxy)methyl)-7-Fluoro-1-oxoisoindolin-2-yl)piperidine-2,6-dione ClC=1C(=C(C=CC1Cl)NC1=NC=NC2=CC(=C(C=C12)OCC=1C=C2CN(C(C2=C(C1)F)=O)C1C(NC(CC1)=O)=O)OC)F